(2R,3S)-Benzyl 3-(1,4-dimethyl-1H-benzo[d][1,2,3]triazol-5-yl)-3-(3-(hydroxymethyl)-4-methylphenyl)-2-methylpropanoate CN1N=NC2=C1C=CC(=C2C)[C@@H]([C@H](C(=O)OCC2=CC=CC=C2)C)C2=CC(=C(C=C2)C)CO